N-(2-bromo-5-nitrophenyl)-1-methylcyclopropane-1-carboxamide BrC1=C(C=C(C=C1)[N+](=O)[O-])NC(=O)C1(CC1)C